ClC1=CC=C(C=C1)C1=NC(=NC(=N1)C1=CC=C(C=C1)Cl)SCC 4,6-Bis(4-chlorophenyl)-2-ethylthio-1,3,5-triazine